C(C1=CC=CC=C1)NC(NCC=1C(=NOC1C1=CC=C(C=N1)O[C@@H]1C[C@H](CCC1)C(=O)O)C)=O (1S,3S)-3-((6-(4-((3-benzylureido)methyl)-3-methylisoxazol-5-yl)pyridin-3-yl)oxy)cyclohexane-1-carboxylic acid